N1C(=NC2=C1C=CC=C2)C2=CC=C(C1=CC=CC=C21)S(=O)(=O)NC2CCN(CC2)C(CCC)=O 4-(1H-benzo[d]imidazol-2-yl)-N-(1-butyrylpiperidin-4-yl)naphthalene-1-sulfonamide